C1OCC=2C=NC(=CC21)N(C(OC(C)(C)C)=O)C(=O)OC(C)(C)C tert-butyl N-(1,3-dihydrofuro[3,4-c]pyridin-6-yl)-N-[(2-methylpropan-2-yl)oxycarbonyl]carbamate